[Br-].[NH4+] Ammonium Bromid